siloxan Succinate C1(CCC(=O)OO[SiH2]O1)=O